O(C1[C@H](O)[C@@H](O)[C@@H](O)[C@H](O1)CO)C1=C(C=CC=C1)[N+](=O)[O-] Nitrophenyl Galactopyranoside